3-(4-(hydroxymethyl)pyridin-2-yl)-N-(1-(2-hydroxyphenyl)ethyl)imidazo[1,2-b]pyridazine-6-amine OCC1=CC(=NC=C1)C1=CN=C2N1N=C(C=C2)NC(C)C2=C(C=CC=C2)O